NC=1SC2=C(N1)C(=CC=C2)C2=C(C=C1C(=NC(=NC1=C2F)OC[C@H]2N(CCC2)C)N2CCC1(CC(NC1=O)=O)CC2)Cl 8-(7-(2-aminobenzo[d]thiazol-4-yl)-6-chloro-8-fluoro-2-(((S)-1-methylpyrrolidin-2-yl)methoxy)quinazolin-4-yl)-2,8-diazaspiro[4.5]decane-1,3-dione